(R)-8-bromo-3-cyclohexyl-2-methyl-5-phenyl-7-(piperidin-1-yl)-2,3,4,5-tetrahydrobenzo[f][1,2,5]thiadiazepine 1,1-dioxide BrC1=CC2=C(N(C[C@H](N(S2(=O)=O)C)C2CCCCC2)C2=CC=CC=C2)C=C1N1CCCCC1